lithium triketoglutarate O=C(C(C(C(=O)[O-])=O)=O)C(=O)[O-].[Li+].[Li+]